(1S,2S)-2-hydroxypropan OC(C)C